P(=O)(O)OP(=O)(O)OP(=O)O.CCCC butane triphosphonate